N-((5-bromopyridin-2-yl)methyl)-cyclopropanamine BrC=1C=CC(=NC1)CNC1CC1